2,4-bis(trichloromethyl)-6-(methoxyl)-s-triazine ClC(C1=NC(=NC(=N1)C(Cl)(Cl)Cl)OC)(Cl)Cl